C(#N)C=1C(=NC(=NC1)NC1=C(C=C(C=C1)N1CCC(CC1)N(C)C)NC(C=C)=O)NC1=C(C=CC=C1)OC(C)C N-(2-((5-cyano-4-((2-isopropoxyphenyl)amino)pyrimidin-2-yl)amino)-5-(4-(dimethylamino)piperidin-1-yl)phenyl)acrylamide